tert-Butyl (1-(4-((3,4-dichlorophenyl)amino)pyrido[3,2-d]pyrimidin-6-yl)azetidin-3-yl)carbamate ClC=1C=C(C=CC1Cl)NC=1C2=C(N=CN1)C=CC(=N2)N2CC(C2)NC(OC(C)(C)C)=O